NC1=NC(=C(C=C1C=1C=C2CCNC(C2=CC1)=O)C1=CC=C(C=C1)N1CCC(CC1)N(C)C)F 6-(2-amino-5-(4-(4-(dimethylamino)piperidin-1-yl)phenyl)-6-fluoropyridin-3-yl)-3,4-dihydroisoquinolin-1(2H)-one